ClC=1C=C(C=C(C1)C1=NC=CC=N1)[C@@H]1CN(CCN1)C(C)=O (R)-1-(3-(3-chloro-5-(pyrimidin-2-yl)phenyl)piperazin-1-yl)ethan-1-one